ethylhexyl acrylate (ethyl-hexyl)methacrylate C(C)C(CCCCC)OC(C(=C)C)=O.C(C=C)(=O)OC(CCCCC)CC